[N-](S(=O)(=O)C(F)(F)F)S(=O)(=O)C(F)(F)F.C(CCC)N1C=[N+](C=C1)C 1-butyl-3-methylimidazolium bis(trifluoromethylsulfonyl)imide